2-((4-amino-3-(3,5-difluoro-4-hydroxyphenyl)-1H-pyrazolo[3,4-d]pyrimidin-1-yl)methyl)-6-fluoro-3-(3-fluorophenyl)-4H-chromen-4-one NC1=C2C(=NC=N1)N(N=C2C2=CC(=C(C(=C2)F)O)F)CC=2OC1=CC=C(C=C1C(C2C2=CC(=CC=C2)F)=O)F